(S)-4-nitrophenyl pent-2-yl carbonate C(OC1=CC=C(C=C1)[N+](=O)[O-])(O[C@@H](C)CCC)=O